2-(6-bromo-1-ethyl-9-oxo-1,9-dihydro-4H-pyrazolo[1,5-A]purin-4-yl)-N-(5-fluoropyridin-2-yl)acetamide BrC1=NN2C(N(C=3N=CN(C3C2=O)CC)CC(=O)NC2=NC=C(C=C2)F)=C1